COC(=O)C1CCN(C2(CC2)C1)C(=O)C1=NNC(=C1)C1=CC(=NC=C1F)OC 4-[5-(5-fluoro-2-methoxypyridin-4-yl)-1H-pyrazole-3-carbonyl]-4-azaspiro[2.5]octane-7-carboxylic acid methyl ester